tert-butyl (S)-5-bromo-6-chloro-2-((2-(dimethylamino)ethyl)amino)-8a,9,11,12-tetrahydropyrazino[2',1':3,4]-[1,4]oxazepino[5,6,7-de]quinazoline-10(8H)-carboxylate BrC=1C(=C2C3=C(N=C(N=C3C1)NCCN(C)C)N1[C@H](CO2)CN(CC1)C(=O)OC(C)(C)C)Cl